CN1C(=NC(=C1)C(F)(F)F)C1=CC=C(C=C1)CC1=CN(C2=C1N=C(N=C2)C=2C(=NC=CC2)N2CCC21CCOC1)C(=O)OC(C)(C)C tert-butyl 7-[[4-[1-methyl-4-(trifluoromethyl)imidazol-2-yl]phenyl]methyl]-2-[2-(7-oxa-1-azaspiro[3.4]octan-1-yl)-3-pyridyl]pyrrolo[3,2-d]pyrimidine-5-carboxylate